CO[Ba]OC dimethoxybarium